CS(=O)(=O)[O-].C(C)[NH+]1C(CCCC1)C 1-Ethyl-2-methylpiperidinium methansulfonat